ClC1=CC(=C(C=C1)C1=NC(=CC=2N=C(N(C(C21)=O)C)C)N2C[C@@H](OCC2)C=2C=NN(C2)C)F (S)-5-(4-chloro-2-fluorophenyl)-2,3-dimethyl-7-(2-(1-methyl-1H-pyrazol-4-yl)morpholino)pyrido[4,3-d]pyrimidin-4(3H)-one